9,10-bis(n-butoxycarbonylpentadecamethylene)anthracene C(CCC)OC(=O)CCCCCCCCCCCCCCC=C1C2=CC=CC=C2C(C=2C=CC=CC12)=CCCCCCCCCCCCCCCC(=O)OCCCC